N1=C(C(=CC=C1)C(=O)N1CCC(CC1)(F)CC1=NC=C(C#N)C=C1)C1=CC=NC=C1 6-((1-([2,4'-bipyridine]-3-carbonyl)-4-fluoropiperidin-4-yl)methyl)nicotinonitrile